(2R,5S)-4-[3-iodo-1-(4-methylbenzenesulfonyl)-1H-pyrrolo[3,2-c]pyridin-4-yl]-2,5-dimethylpiperazine-1-carboxylic acid tert-butyl ester C(C)(C)(C)OC(=O)N1[C@@H](CN([C@H](C1)C)C1=NC=CC2=C1C(=CN2S(=O)(=O)C2=CC=C(C=C2)C)I)C